5-(8-((1S,2S)-2-(1-(2,2,2-trifluoroethyl)-2-(trifluoromethyl)-1H-imidazo[4,5-c]pyridin-6-yl)cyclopropyl)imidazo[1,2-b]pyridazin-6-yl)pyrimidine-2,4(1H,3H)-dione FC(CN1C(=NC=2C=NC(=CC21)[C@@H]2[C@H](C2)C=2C=1N(N=C(C2)C=2C(NC(NC2)=O)=O)C=CN1)C(F)(F)F)(F)F